3-fluoro-4-methyl-N-(5-nitropyridin-2-yl)benzamide FC=1C=C(C(=O)NC2=NC=C(C=C2)[N+](=O)[O-])C=CC1C